FNC=O N-fluoroformamide